2-chloro-N-[1-(4-chlorophenyl)-1H-indazol-4-yl]-5-([(cyclopropylsulfonyl)amino]methyl)benzamide ClC1=C(C(=O)NC2=C3C=NN(C3=CC=C2)C2=CC=C(C=C2)Cl)C=C(C=C1)CNS(=O)(=O)C1CC1